C(C)(C)(C)OC(=O)N1CC2=NN(C(=C2C1)N)C1=C(C=CC=C1C)C 3-amino-2-(2,6-dimethylphenyl)-4,6-dihydropyrrolo[3,4-c]Pyrazole-5-carboxylic acid tert-butyl ester